γ-(2,3-epoxycyclohexyl)propyltrimethoxysilane C1(C2C(CCC1)O2)CCC[Si](OC)(OC)OC